C(C)(C)(C)OC(NC1C(N(CCC1)C1=C(C(=C(C=C1)Br)F)F)=O)=O (1-(4-bromo-2,3-difluorophenyl)-2-oxopiperidin-3-yl)carbamic acid tert-butyl ester